butyl-methyl-pentaerythritol C(CCC)C(O)(C(CO)(CO)CO)C